3-aminopropyltri-ethoxysilane NCCC[Si](OCC)(OCC)OCC